(Z)-N-(3-(2-isopropylphenyl)-4-keto-6-(3-chlorophenyl)-3,4-dihydro-2H-1,3-thiazin-2-ylidene)benzamide C(C)(C)C1=C(C=CC=C1)N1/C(/SC(=CC1=O)C1=CC(=CC=C1)Cl)=N/C(C1=CC=CC=C1)=O